NCC1(CC(=CC=C1)C1=CC=CC=C1)C=1N=C(SC1)NC(CNC(=O)C1=CN(C=C1)S(=O)(=O)C)=O N-[4-[3-(aminomethyl)-[1,1-biphenyl]-3-yl]-1,3-thiazol-2-yl]-2-[(1-methanesulfonylpyrrol-3-yl)formamido]acetamide